1-((1H-imidazol-1-yl)sulfonyl)-4-(4-fluoro-2-methoxyphenyl)piperazine N1(C=NC=C1)S(=O)(=O)N1CCN(CC1)C1=C(C=C(C=C1)F)OC